N-(5-fluoropyridin-3-yl)-2-oxooxazolidine-4-carboxamide FC=1C=C(C=NC1)NC(=O)C1NC(OC1)=O